ClCC=1C(=NC=CC1F)OC (chloromethyl)-4-fluoro-2-methoxypyridine